C(N)(=O)OC(=O)N1CCC1 carbamoyl-azetidine-1-carboxylate